BrC1=C2C(=CN=C1NC1CCC(CC1)N1C3C(CC1CC3)C(=O)O)OC(=C2)C#N 7-((1r,4r)-4-((4-bromo-2-cyanofuro[2,3-c]pyridin-5-yl)amino)cyclohexyl)-7-azabicyclo[2.2.1]heptane-2-carboxylic acid